NC1=CC=C(C=N1)N1C[C@@H](N(CC1)C(=O)C1=NC=C(C(=C1)OC)OC1=CC=CC=C1)CO [(R)-4-(6-Amino-pyridin-3-yl)-2-hydroxymethyl-piperazin-1-yl]-(4-methoxy-5-phenoxy-pyridin-2-yl)-methanone